N-[4-[8-amino-5-methyl-3-(trideuteriomethyl)imidazo[1,5-a]pyrazin-1-yl]-3-methyl-phenyl]-2-(3,5-difluoro-phenyl)-2-hydroxy-acetamide NC=1C=2N(C(=CN1)C)C(=NC2C2=C(C=C(C=C2)NC(C(O)C2=CC(=CC(=C2)F)F)=O)C)C([2H])([2H])[2H]